C(CC=C)N1C=CC=2C=NC=C(C21)N2C(N(C(=NC2=O)SC)CC2=C(C=C(C(=C2)F)F)F)=O 3-(1-(but-3-en-1-yl)-1H-pyrrolo[3,2-c]pyridin-7-yl)-6-(methylthio)-1-(2,4,5-trifluorobenzyl)-1,3,5-triazine-2,4(1H,3H)-dione